BrC1=CC(=C(C=C1Cl)C(N1CCN(CC1)C(=O)OC(C)(C)C)=N)F tert-butyl 4-((4-bromo-5-chloro-2-fluorophenyl)(imino)methyl)piperazine-1-carboxylate